(dimethyl)maleimide CC1=C(C(=O)NC1=O)C